FC=1C=C(C=CC1F)C(C(C(=O)N)(F)F)O 3-(3,4-difluorophenyl)-2,2-difluoro-3-hydroxypropionamide